C(#N)C=1C=C(C=CC1)[C@@H](C1=CC=C(C(=O)N)C=C1)OC1=C(C=C2C(CCOC2=C1C)=O)F (R)-4-((3-cyanophenyl)((6-fluoro-8-methyl-4-oxochroman-7-yl)oxy)methyl)benzamide